2-[2-[2-[2-[2-[(4-nitrophenyl)sulfonylamino]ethoxy] ethoxy]ethoxy]ethoxy]ethyl 4-methylbenzenesulfonate CC1=CC=C(C=C1)S(=O)(=O)OCCOCCOCCOCCOCCNS(=O)(=O)C1=CC=C(C=C1)[N+](=O)[O-]